(1S,2S,5R)-2-hydroxy-9-azabicyclo[3.3.1]nonane-9-carboxylic acid tert-butyl ester C(C)(C)(C)OC(=O)N1[C@@H]2[C@H](CC[C@H]1CCC2)O